6-(2-Hydroxypropan-2-yl)-N-[6-(2-hydroxypropan-2-yl)-2-(4,4,4-trifluorobutyl)-2H-indazol-5-yl]pyridin-2-carboxamide OC(C)(C)C1=CC=CC(=N1)C(=O)NC1=CC2=CN(N=C2C=C1C(C)(C)O)CCCC(F)(F)F